(S)-6-((6-chloro-3-(methylcarbamoyl)-7-(trifluoromethyl)thieno[3,2-b]pyridin-5-yl)oxy)-2-azaspiro[3.3]heptane-2-carboxylic acid 1-cyclopropylethyl ester C1(CC1)[C@H](C)OC(=O)N1CC2(C1)CC(C2)OC2=C(C(=C1C(=N2)C(=CS1)C(NC)=O)C(F)(F)F)Cl